3-((1R,3R)-1-(2,6-difluoro-4-((1-(3-fluoropropyl)azetidin-3-yl)amino)phenyl)-8-fluoro-3-methyl-3,4-dihydro-1H-pyrido[3,4-b]indol-2(9H)-yl)-2,2-difluoropropan-1-ol FC1=C(C(=CC(=C1)NC1CN(C1)CCCF)F)[C@H]1N([C@@H](CC2=C1NC1=C(C=CC=C21)F)C)CC(CO)(F)F